IC1=CC=C(C#N)C=C1 4-iodobenzonitrile